5-((3-(Difluoromethyl)pyridin-2-yl)methoxy)-N-(3,3-difluoropiperidin-4-yl)-2-methylbenzofuran-3-carboxamide FC(C=1C(=NC=CC1)COC=1C=CC2=C(C(=C(O2)C)C(=O)NC2C(CNCC2)(F)F)C1)F